O1C=NC2=C1C=C(C=C2)CN(C(C(=O)OC)=O)C(C)C2=NC=CC=C2F methyl 2-((benzo[d]oxazol-6-ylmethyl)(1-(3-fluoropyridin-2-yl)ethyl)amino)-2-oxoacetate